N1(C=NC=C1)C(C)=NC1=NC=C(C=C1)Cl N-(1-(1H-Imidazol-1-yl)ethylidene)-5-chloropyridin-2-amine